Cl.COCCOC1=CC=CC(=N1)N1C(C2(CC1)CCNCC2)=O 2-(6-(2-methoxyethoxy)pyridin-2-yl)-2,8-diazaspiro[4.5]decan-1-one hydrochloride